5-n-propylidene-2-norbornene C(CC)=C1C2C=CC(C1)C2